Tin cobalt disulfide [Co](=S)=S.[Sn]